CN1C(CC2CNCCC21)=O 1-methyl-octahydro-2H-pyrrolo[3,2-c]pyridin-2-one